C(C)(C)(C)OC(=O)N1C[C@@H]2CN(C[C@@H]2C1)C(C1=C(C=CC=C1N1N=CC=N1)F)=O (3aR,6aS)-5-(2-fluoro-6-(2H-1,2,3-triazol-2-yl)benzoyl)hexahydropyrrolo[3,4-c]pyrrole-2(1H)-carboxylic acid tert-butyl ester